C(=O)OC1=CC2=CC=CC(=C2C=C1)C#C 5-ethynylnaphthalene-2-ol formate